5-Chloro-3,4-dihydroxybenzaldehyd ClC=1C(=C(C=C(C=O)C1)O)O